[5-(difluoromethyl)-1,3,4-thiadiazol-2-yl]-5-fluoro-3-(2-fluoroethyl)benzimidazol-2-one FC(C1=NN=C(S1)C1=C(C=CC=2NC(N(C21)CCF)=O)F)F